COC1=NC=C(C=C1S(=O)(=O)N1CC2(C1)OCC(C2)N2CC1(COC1)C2)C 2-((2-Methoxy-5-methylpyridin-3-yl)sulfonyl)-7-(2-oxa-6-azaspiro[3.3]heptan-6-yl)-5-oxa-2-azaspiro[3.4]octane